(S)-2-(2-cyclopropylpyridin-4-yl)-N-(5-(3-hydroxypyrrolidin-1-yl)-1-methyl-1H-indazol-6-yl)oxazole-4-carboxamide hydrochloride Cl.C1(CC1)C1=NC=CC(=C1)C=1OC=C(N1)C(=O)NC1=C(C=C2C=NN(C2=C1)C)N1C[C@H](CC1)O